BrC1=C(OC=2C=CC(=C(C#N)C2)F)C(=CC(=C1\C=C\N(C)C)[N+](=O)[O-])F (E)-5-(2-bromo-3-(2-(dimethylamino)vinyl)-6-fluoro-4-nitrophenoxy)-2-fluorobenzonitrile